tert-Butyl N-[3-({3-[8-fluoro-4-(pyridin-3-yl)quinolin-6-yl]-1H-pyrrolo[2,3-b]pyridin-5-yl}formamido)propyl]carbamate FC=1C=C(C=C2C(=CC=NC12)C=1C=NC=CC1)C1=CNC2=NC=C(C=C21)C(=O)NCCCNC(OC(C)(C)C)=O